FC=1C=C(C=C(C1)F)C(C)OC=1C=C2C(=NNC2=CC1)C1=NC2=C(N1)CN(C2)CC2CCNCC2 5-(1-(3,5-difluorophenyl)ethoxy)-3-(5-(piperidin-4-ylmethyl)-1,4,5,6-tetrahydropyrrolo[3,4-d]imidazol-2-yl)-1H-indazole